dimethyl-2-phenoxyacetophenone CC(C(=O)C1=CC=CC=C1)(OC1=CC=CC=C1)C